C=CC1C(C)=C2C=C3N=C(C4=C5NC(=CC6=NC(=CC=1N2)C(C)=C6CC)C(C)=C5C(=O)[C@@H]4C(=O)OC)[C@@H](CCC(=O)O)[C@@H]3C Pheophorbide a